CC(=CCC#N)CCC=C(CCC=C(C)C)C 4,8,12-trimethyltridec-3,7,11-trienenitrile